C(C(C)C)C=1C=CC(=C(C1)N1CCN(CC1)CC1=NC2=CC=CC=C2C(N1C)=O)C=1N=NNN1 2-[[4-[5-isobutyl-2-(2H-tetrazol-5-yl)-phenyl]piperazin-1-yl]methyl]-3-methyl-quinazolin-4-one